O1N=C(C=C1)N1[C@@H](CCN2C1=NC(=C(C2=O)C)N2[C@@H](COCC2)C)C(F)(F)F (S)-9-Isoxazol-3-yl-methyl-2-((R)-3-methylmorpholin-4-yl)-8-trifluoromethyl-6,7,8,9-tetrahydro-pyrimido[1,2-a]-pyrimidin-4-one